ClC=1C=CC(=C(C1)N1C(N([C@H](C1)C#N)C1=CN=CC2=CC=CC=C12)=O)OC (R)-1-(5-chloro-2-methoxyphenyl)-3-(isoquinolin-4-yl)-2-oxoimidazolidine-4-carbonitrile